5-methyl-3-nitro-1-((1r,3r)-3-(trifluoromethyl)cyclobutyl)-1H-pyrazole CC1=CC(=NN1C1CC(C1)C(F)(F)F)[N+](=O)[O-]